(S)-4-[4-(1-acetamidoethyl)phenylamino]-6-hydroxy-7-methoxyquinazoline C(C)(=O)N[C@@H](C)C1=CC=C(C=C1)NC1=NC=NC2=CC(=C(C=C12)O)OC